8-amino-2-methyl-3,4-dihydro-isoquinolin-1-one NC=1C=CC=C2CCN(C(C12)=O)C